(2S,3R,4S,5S)-5-(4-methoxyphenyl)-3-(4-ethoxyphenyl)-2,4-dimethyl-4-nitropyrrolidine-2-carboxylic acid methyl ester COC(=O)[C@]1(N[C@H]([C@]([C@@H]1C1=CC=C(C=C1)OCC)([N+](=O)[O-])C)C1=CC=C(C=C1)OC)C